3-[6-({4-[2-amino-6-(3-cyano-2-fluorophenyl)-4-pyrimidinyl]-1H-1,2,3-triazol-1-yl}methyl)-2-pyridinyl]-3-methylbutanoic acid NC1=NC(=CC(=N1)C=1N=NN(C1)CC1=CC=CC(=N1)C(CC(=O)O)(C)C)C1=C(C(=CC=C1)C#N)F